OC1=NN2C(C=CC(=C2)C#N)=C1 2-hydroxypyrazolo[1,5-a]pyridine-6-carbonitrile